CC1=CC=CC(=N1)C1=NC=CC(=N1)NC1=NC(=NC=C1)NC1=CC=C(C=C1)CC=1OC=CN1 N4-[2-(6-methyl-2-pyridyl)pyrimidin-4-yl]-N2-[4-(oxazol-2-ylmethyl)phenyl]pyrimidine-2,4-diamine